3-(dimethylamino)propyl 3,5,5-trimethylhexanoate CC(CC(=O)OCCCN(C)C)CC(C)(C)C